N=1C=CN2C1C=C(C=C2)OCC21CCOC(C2)C1 5-((imidazo[1,2-a]pyridin-7-yloxy)methyl)-2-oxabicyclo[3.1.1]heptan